O1C[C@H](CC1)N1C(C(=CC=C1)CN1N=NC(=C1)C1=NC(=NC2=C(C=CC=C12)OC)N)=O 1-[(S)-tetrahydrofuran-3-yl]-3-{[4-(2-amino-8-methoxy-4-quinazolinyl)-1H-1,2,3-triazol-1-yl]methyl}-1H-pyridin-2-one